5-thiazolecarboxamide mono-hydrate O.S1C=NC=C1C(=O)N